8-acetyl-3-methyl-2-(2-oxa-7-azaspiro[3.4]octan-7-yl)quinazolin-4-one C(C)(=O)C=1C=CC=C2C(N(C(=NC12)N1CCC2(COC2)C1)C)=O